C(=O)C=1C=C(C=C(C1)O)CS(=O)(=O)Cl (3-formyl-5-hydroxyphenyl)methanesulfonyl chloride